4-[1-[4-[(tert-butyldimethylsilyl)oxy]-3,4-dihydro-2H-1-benzopyran-8-yl]-vinyl]-1-(triphenylmethyl)imidazole [Si](C)(C)(C(C)(C)C)OC1CCOC2=C1C=CC=C2C(=C)C=2N=CN(C2)C(C2=CC=CC=C2)(C2=CC=CC=C2)C2=CC=CC=C2